NCCCC1=C(C=CC(=C1)[N+](=O)[O-])CO (2-(3-aminopropyl)-4-nitrophenyl)methanol